CCCCCCCCCCCCCCCC(=O)O[C@H](COC(=O)/C=C/C=C/CCCCCCCCCCCCC)COP(=O)([O-])OCC[N+](C)(C)C 1-(2E,4E-octadecadienoyl)-2-hexadecanoyl-sn-glycero-3-phosphocholine